O.O.O.P(=O)(O)([O-])[O-].[K+].[K+] Di-Potassium hydrogen phosphate tri-hydrate